Disilan [SiH3][SiH3]